C1(CC1)C=1C=C(N(N1)C)CN1CC2(CN(C2)C(=O)N2CC3(C2)CC(C3)N3N=C(N=C3)C(F)(F)F)C1 [6-[(5-cyclopropyl-2-methyl-pyrazol-3-yl)methyl]-2,6-diazaspiro[3.3]heptan-2-yl]-[6-[3-(trifluoromethyl)-1,2,4-triazol-1-yl]-2-azaspiro[3.3]heptan-2-yl]methanone